FC1(C2(CN(C2)C[C@@H](CC(=O)OC)C=2C=NC=C(C2)N2N=C(C=C2C)C)CCN(C1)CC1=NC=2NCCCC2C=C1)F methyl (S)-4-(5,5-difluoro-7-((5,6,7,8-tetrahydro-1,8-naphthyridin-2-yl)methyl)-2,7-diazaspiro[3.5]nonan-2-yl)-3-(5-(3,5-dimethyl-1H-pyrazol-1-yl)pyridin-3-yl)butanoate